C(C)(C)(C)OC(=O)N1CC(CC(C1)O)N 3-amino-5-hydroxy-piperidine-1-carboxylic acid tert-butyl ester